CC1=CN=C(S1)C=1C=C(C(=O)NCC=2C=NC(=NC2)C(F)(F)F)C=C(C1)O[C@H]1COCC1 3-(5-methyl-1,3-thiazol-2-yl)-5-[(3R)-tetrahydrofuran-3-yloxy]-N-{[2-(trifluoromethyl)pyrimidin-5-yl]methyl}benzamide